C(C)(C)(C)OC(=O)N1[C@@H](CN([C@H](C1)C)C=1C2=C(N=CN1)N(C=C2C(F)(F)F)C2=NC=CC(=C2)Cl)C (2r,5s)-4-(7-(4-chloropyridin-2-yl)-5-(trifluoromethyl)-7H-pyrrolo[2,3-d]pyrimidin-4-yl)-2,5-dimethylpiperazine-1-carboxylic acid tert-butyl ester